1-(6Z,9Z,12Z,15Z-octadecatetraenoyl)-2-(9Z-tetradecenoyl)-glycero-3-phospho-(1'-sn-glycerol) CCCC/C=C\CCCCCCCC(=O)O[C@H](COC(=O)CCCC/C=C\C/C=C\C/C=C\C/C=C\CC)COP(=O)(O)OC[C@H](CO)O